ClC1=CC(=C(C=C1)NC1=C2C(=NC(=C1)NC=1N=NC(=CC1)C)NN(C2=O)C)S(=O)(=O)C 4-((4-chloro-2-(methylsulfonyl)phenyl)amino)-2-methyl-6-((6-methylpyridazin-3-yl)amino)-1,2-dihydro-3H-pyrazolo[3,4-b]pyridin-3-one